FC(C(=O)N1CC(C1)N1N=C(C2=CC=CC(=C12)C(=O)NC=1C=NC=CC1)C1=CC=C(C=C1)C(F)(F)F)=C 1-(1-(2-fluoroacryloyl)azetidin-3-yl)-N-(pyridin-3-yl)-3-(4-(trifluoromethyl)phenyl)-1H-indazole-7-carboxamide